C(C1=CC=CC=C1)N1CC2CCC(C=C2CC1)=O 2-benzyl-1,3,4,7,8,8a-hexahydroisoquinolin-6-one